CC(=O)N[C@@H]1[C@H]([C@@H]([C@H](O[C@H]1O[C@H]2[C@H]([C@H](O[C@H]([C@@H]2O)O)CO)O)CO)O)O The molecule is an amino disaccharide comprising N-acetyl-beta-D-glucosamine linked (1->3) to a beta-D-galactose residue. It has a role as an epitope. It is an amino disaccharide and a glucosamine oligosaccharide.